C(CCC)C(COC(CCCCCCCOC(COCCCCCCCC(=O)OCC(CCCCCC)CCCC)COCCOCCOCCOCCNC(=O)C=1N=CNC1)=O)CCCCCC 2-butyloctyl 8-[2-[8-(2-butyloctoxy)-8-oxo-octoxy]-3-[2-[2-[2-[2-(1H-imidazole-4-carbonylamino)ethoxy]ethoxy]ethoxy]ethoxy]propoxy]octanoate